octanedioic acid (Z)-1-(tert-butyl) 8-(non-2-en-1-yl) ester C(C=CCCCCCC)OC(CCCCCCC(=O)OC(C)(C)C)=O